C(#N)CC1N(CCN(C1)C=1C2=C(N=C(N1)OC[C@H]1N(CCC1)C)CN(CC2)C2=CC=NC1=CC=CC=C21)C(=O)OC(C)(C)C tert-butyl 2-(cyanomethyl)-4-[2-[[(2S)-1-methylpyrrolidin-2-yl]methoxy]-7-(4-quinolyl)-6,8-dihydro-5H-pyrido[3,4-d]pyrimidin-4-yl]piperazine-1-carboxylate